(R)-4-(4-acetylpiperazin-1-yl)-2-(3-(4-amino-3-(2-fluoro-4-phenoxyphenyl)-1H-pyrazolo[3,4-d]pyrimidin-1-yl)piperidine-1-carbonyl)-4-methylpent-2-enenitrile C(C)(=O)N1CCN(CC1)C(C=C(C#N)C(=O)N1C[C@@H](CCC1)N1N=C(C=2C1=NC=NC2N)C2=C(C=C(C=C2)OC2=CC=CC=C2)F)(C)C